2-Methyl-2-[4-methyl-4-(4-methylphenyl)pentyl]-7-pentyl-3,4-dihydrochromen-5-ol CC1(OC=2C=C(C=C(C2CC1)O)CCCCC)CCCC(C)(C1=CC=C(C=C1)C)C